ClC=1C=2C(C3=NC(=CC(=C3OC2C=CC1)C1=CC=C(C=C1)N1CCNCC1)NC)=O 9-chloro-2-methylamino-4-(4-(piperazin-1-yl)phenyl)-10H-chromeno[3,2-b]pyridin-10-one